phenyl (methyl)allyl ether CC=CCOC1=CC=CC=C1